C(C=C)(=O)N1CC(C1)N1CCN(CC1)CCN1C2=C(N(C([C@H](CC1)NC1=C(C#N)C(=CC(=N1)C)C(F)(F)F)=O)C)C=CC=C2 (S)-2-((6-(2-(4-(1-Acryloylazetidin-3-yl)piperazin-1-yl)ethyl)-1-methyl-2-oxo-1,2,3,4,5,6-hexa-hydrobenzo[b][1,4]diazocin-3-yl)amino)-6-methyl-4-(trifluorometh-yl)nicotinonitrile